[I-].[I-].[I-].[I-].[Nb+4] Niobium tetraiodide